C(C)OC(=O)C1=C(C=2N(N=C1)C(=C(N2)C)C2=CC(=CC(=C2)F)F)C(=C)C.C(#N)C=2C=CC(=NC2N2N=CC=N2)C=CC(=O)OCCCC[Si](OC)(OC)OC 5-cyano-6-(2H-1,2,3-triazol-2-yl)pyridinacryloyl-oxybutyl-trimethoxysilane ethyl-3-(3,5-difluorophenyl)-2-methyl-8-(prop-1-en-2-yl)imidazo[1,2-b]pyridazine-7-carboxylate